2,5-bis(3-((2-hexyldecyl)oxy)-5-(trimethylstannyl)thiophene-2-yl)thiazolo[5,4-d]thiazole C(CCCCC)C(COC1=C(SC(=C1)[Sn](C)(C)C)C=1SC=2N=C(SC2N1)C=1SC(=CC1OCC(CCCCCCCC)CCCCCC)[Sn](C)(C)C)CCCCCCCC